C(C1=C(C=CC(=C1CO)C)O)C1=C(C=CC(=C1CO)C)O methylenebis[methyl-hydroxymethyl-phenol]